C(#N)C1=C(SC=2CN(CCC21)CC2=CC=C(C=C2)C)NC(CC2=CC=C(C=C2)S(N)(=O)=O)=O N-(3-Cyano-6-(4-methylbenzyl)-4,5,6,7-tetrahydrothieno[2,3-c]pyridin-2-yl)-2-(4-sulfamoylphenyl)acetamid